NCCOC1CN(C1)C(COCC#C)=O 1-[3-(2-aminoethoxy)azetidin-1-yl]-2-prop-2-ynoxy-ethanone